2-(7-fluoro-2-(methoxymethyl)quinoxalin-5-yl)-6-methoxy-4-methylbenzo[d]thiazole FC1=CC(=C2N=CC(=NC2=C1)COC)C=1SC2=C(N1)C(=CC(=C2)OC)C